NCC1=C(C=C(C=C1)C(F)(F)F)CO (2-(Aminomethyl)-5-(tri-fluoromethyl)phenyl)methanol